6-hydroxy-1-benzothiophene-3-carboxylic acid methyl ester COC(=O)C1=CSC2=C1C=CC(=C2)O